(5S)-3-(3,5-difluorophenyl)-N-[cis-5-(ethoxycarbamoyl)tetrahydrofuran-3-yl]-5-vinyl-4H-isoxazole-5-carboxamide FC=1C=C(C=C(C1)F)C1=NO[C@](C1)(C(=O)N[C@@H]1CO[C@@H](C1)C(NOCC)=O)C=C